(S)-3-(6-fluoro-2',6'-dimethylbiphenyl-3-yl)-3-(3-(4-hydroxy-1-methyl-2-oxo-1,2-dihydropyridin-3-yl)ureido)propanoic acid FC1=CC=C(C=C1C1=C(C=CC=C1C)C)[C@H](CC(=O)O)NC(=O)NC=1C(N(C=CC1O)C)=O